(Z)-4''-((2-butyl-4-oxo-1,3-diazaspiro[4.4]non-1-en-3-yl)methyl)-2,3-difluoro-N'-hydroxy-[1,1':3',1''-terphenyl]-4'-carboximidamide C(CCC)C1=NC2(C(N1CC1=CC=C(C=C1)C=1C=C(C=CC1/C(/N)=N/O)C1=C(C(=CC=C1)F)F)=O)CCCC2